ClC=1C2=C(N=CN1)C=CC(=N2)N2[C@H](CCC2)C2=C(OCC[C@@H](C)NC(OC(C)(C)C)=O)C=CC(=C2)F Tert-butyl ((R)-4-(2-((R)-1-(4-chloropyrido[3,2-d]pyrimidin-6-yl)tetrahydropyrrol-2-yl)-4-fluorophenoxy)butan-2-yl)carbamate